COC=1C=C2C(\C(\C(OC2=CC1)C(C(=O)OC)(C)C)=C/N(C(=O)C1=CC=C(C=C1)C1=CC=CC=C1)S(=O)(=O)C1=CC=C(C=C1)OC)=O methyl (Z)-2-(6-methoxy-3-((N-((4-methoxyphenyl)sulfonyl)-[1,1'-biphenyl]-4-carboxamido)methylene)-4-oxochroman-2-yl)-2-methylpropanoate